2-chloro-5-methoxypyrimidin-4-amine ClC1=NC=C(C(=N1)N)OC